1-(6-(hydroxymethyl)pyrazin-2-yl)dihydropyrimidine-2,4(1H,3H)-dione OCC1=CN=CC(=N1)N1C(NC(CC1)=O)=O